NC1=NC=2C(=CC=CC2C=2N1C=C(N2)C(=O)N2CC(CCC2)C(=O)N(CC)CC)OC 1-(5-amino-7-methoxyimidazo[1,2-c]quinazoline-2-carbonyl)-N,N-diethylpiperidine-3-carboxamide